ClC1=C2CN(CC2=CC(=C1O)OC)C(CCC(=O)OCC)=O ethyl 4-(4-chloro-5-hydroxy-6-methoxyisoindolin-2-yl)-4-oxobutyrate